5-(3-fluoro-4-((4-methylpyrimidin-2-yl)oxy)phenyl)-6-(2-(3-methoxyprop-1-yn-1-yl)quinolin-6-yl)-7-methyl-7H-pyrrolo[2,3-d]pyrimidin-4-amine FC=1C=C(C=CC1OC1=NC=CC(=N1)C)C1=C(N(C=2N=CN=C(C21)N)C)C=2C=C1C=CC(=NC1=CC2)C#CCOC